B1CCCC1 borolidine